C(C)(C)(C)OC(=O)NCCCCCCCCN(CC(=O)OC1CCC2C3CCC4CCCC4C3CC=C2C1)C(CCCCNC(=O)OC(C)(C)C)=O 2,3,4,7,8,9,10,11,12,13,14,15,16,17-tetradecahydro-1H-cyclopenta[a]phenanthren-3-yl N-(8-((tert-butoxycarbonyl)amino)octyl)-N-(5-((tert-butoxycarbonyl)amino)pentanoyl)glycinate